propionic propanesulfonic anhydride C(CC)S(=O)(=O)OC(CC)=O